C(CCC)SC(C(=O)O)(CC)O (n-butylsulfanyl)-2-hydroxy-butyric acid